BrC=1C=CC=2N(C(NC(C2N1)=O)=O)C1=CC2=C(N(C(O2)=O)C)C=C1 6-bromo-1-(3-methyl-2-oxo-2,3-dihydrobenzo[d]oxazol-6-yl)pyrido[3,2-d]pyrimidine-2,4(1H,3H)-dione